C(C)NC(=O)SC=1SCCN1 2-(ethylaminocarbonylthio)-2-thiazoline